OC1=C(C=CC=C1)C(C=CC1=CC=C(C=C1)SC)=O 1-(2-Hydroxyphenyl)-3-(4-methylsulfanylphenyl)prop-2-en-1-one